C(C)C1=C(C(=O)OCC23CCC(CC2)N3)C=CC(=C1CC)[C@@H]1CN(CCC1)C1=C(N=NC(=C1)C1=C(C=CC=C1)O)N ((1s,4s)-7-azabicyclo[2.2.1]hept-1-yl)methanol Ethyl-(R)-4-(1-(3-amino-6-(2-hydroxyphenyl)pyridazin-4-yl)piperidin-3-yl)-3-ethylbenzoate